Cl.C(CCCCCCCCC)C1=CC=C(C=C1)NC(OCCN)=O 2-Aminoethyl (4-decylphenyl)carbamate Hydrochloride